[N+](=O)([O-])C=1C=C(C=CC1)C(CO)O 1-(3-nitrophenyl)ethane-1,2-diol